C(=O)(O)CN1CC2=CC=C(C=C2C1)C=1C(=C(C=CC1)C1=C(C(=CC=C1)C=1OC2=C(N1)C=C(C(=C2)OC(F)F)CN2[C@@H](CCC2)C(=O)O)C)C ((2-(3'-(2-(carboxymethyl)isoindolin-5-yl)-2,2'-dimethyl-[1,1'-biphenyl]-3-yl)-6-(difluoromethoxy)benzo[d]oxazol-5-yl)methyl)-L-proline